CC1(N(C[C@H](C1)CCC(NC1=NC(=CC=C1)S(N)(=O)=O)C1=NC=CC=C1)C(=O)OC(C)(C)C)C tert-butyl (4S)-2,2-dimethyl-4-[3-(2-pyridyl)-3-[(6-sulfamoyl-2-pyridyl)amino]propyl]pyrrolidine-1-carboxylate